Ethyl 4-(2-bromoacetyl)-2,3-dimethylbenzoate BrCC(=O)C1=C(C(=C(C(=O)OCC)C=C1)C)C